5-bromo-2,4,7-trichloro-8-fluoroquinazoline BrC1=C2C(=NC(=NC2=C(C(=C1)Cl)F)Cl)Cl